FC=1C=C2C(=CN=C(C2=CC1F)OC)[C@@H](C)N(C(=O)C=1C=C2C(=CC=CN2C1)F)C |r| Racemic-N-(1-(6,7-difluoro-1-methoxyisoquinolin-4-yl)ethyl)-8-fluoro-N-methylindolizine-2-carboxamide